2-(4-(benzo[d]thiazol-2-ylmethyl)piperazin-1-yl)-5-fluoro-4-isobutylbenzonitrile S1C(=NC2=C1C=CC=C2)CN2CCN(CC2)C2=C(C#N)C=C(C(=C2)CC(C)C)F